ClC(CCC(=O)[O-])=O 2-chloro-2-oxoethyl-acetate